1-(3-((5-(cyclopent-1-en-1-yl)-7H-pyrrolo[2,3-d]pyrimidin-4-yl)amino)piperidin-1-yl)prop-2-en-1-one C1(=CCCC1)C1=CNC=2N=CN=C(C21)NC2CN(CCC2)C(C=C)=O